6-[4-(difluoro-methoxy)-2-methyl-phenyl]-5-[4-[(3S)-1-(3-fluoropropyl)pyrrolidin-3-yl]oxyphenyl]-8,9-dihydro-7H-benzo[7]annulen-2-ol FC(OC1=CC(=C(C=C1)C1=C(C2=C(CCC1)C=C(C=C2)O)C2=CC=C(C=C2)O[C@@H]2CN(CC2)CCCF)C)F